7-{5-[(3aR,6aS)-3a,6a-dicyclopropyl-tetrahydro-2H-furo[3,4-d][1,3,2]dioxaborol-2-yl]-4-methoxy-2-(1H-pyrazol-1-yl)phenyl}cinnolin-4-amine C1(CC1)[C@@]12[C@@](OB(O1)C=1C(=CC(=C(C1)C1=CC=C3C(=CN=NC3=C1)N)N1N=CC=C1)OC)(COC2)C2CC2